FC1=CC=CC(=N1)NC1=NC=C(C(=O)NOC)C(=C1)NC1=C(C(=CC=C1)C(F)(F)F)N(S(=O)(=O)C)C 6-((6-fluoropyridin-2-yl)-amino)-N-methoxy-4-((2-(N-methyl-methanesulfonamido)-3-(trifluoromethyl)phenyl)-amino)nicotinamid